(2-(5-(4-(4-methoxyphenyl)piperazine-1-carbonyl)thiophen-2-yl)phenyl)boronic acid COC1=CC=C(C=C1)N1CCN(CC1)C(=O)C1=CC=C(S1)C1=C(C=CC=C1)B(O)O